C1=C(C=CC2=CC=CC=C12)C1=NNC(=C1)C1N(CCC1)C#N (3-(Naphthalen-2-yl)-1H-pyrazol-5-yl)pyrrolidine-1-carbonitrile